((4-cyanophenoxy)methyl)-3-methylazetidine-1-carboxylic acid tert-butyl ester C(C)(C)(C)OC(=O)N1C(C(C1)C)COC1=CC=C(C=C1)C#N